L-5-fluoroorotic acid FC1=C(C(=O)O)NC(NC1=O)=O